COC(=O)C1CC2=C(SC(=C2C(C2=CC=C(C=C2)Cl)=O)N)C1 2-amino-3-(4-chlorobenzoyl)-4H,5H,6H-cyclopenta[b]thiophene-5-carboxylic acid methyl ester